3-(((5-amino-1,3,4-thiadiazol-2-yl)oxy)methyl)bicyclo(1.1.1)pentane-1-carbonitrile NC1=NN=C(S1)OCC12CC(C1)(C2)C#N